(E)-3-(dimethylamino)-1-(2-hydroxyphenyl)prop-2-en-1-one CN(/C=C/C(=O)C1=C(C=CC=C1)O)C